5-bromo-3,4-dihydro-2H-naphthalen-1-one BrC1=C2CCCC(C2=CC=C1)=O